ClC1=NC=C(C(=N1)N[C@H](CO)C1=CC=CC=C1)C=1N=NC=CC1 (S)-2-((2-chloro-5-(pyridazin-3-yl)pyrimidin-4-yl)amino)-2-phenylethan-1-ol